The molecule is a member of the class of 1,3-benzoxazoles that is 1,3-benzoxazol-2-ol in which the hydrogen atom at position 5 is substituted by chlorine. A centrally acting muscle relaxant with sedative properties, it is used for the symptomatic treatment of painful muscle spasm. It has a role as a muscle relaxant and a sedative. It is a member of 1,3-benzoxazoles, an organochlorine compound and a heteroaryl hydroxy compound. C1=CC2=C(C=C1Cl)NC(=O)O2